ClC1=C(C(=CC=C1)Cl)N1C=2N(C3=C(C1=O)C=NC(=N3)NC3=CC(=C(C=C3)C3(CCN(CC3)C)F)C)CCN2 6-(2,6-dichlorophenyl)-2-((4-(4-fluoro-1-methylpiperidin-4-yl)-3-methylphenyl)amino)-8,9-dihydroimidazo[1,2-a]pyrimido[5,4-e]pyrimidin-5(6H)-one